4-((4-(4-methyl-2-oxopiperazin-1-yl)phenyl)amino)pyridazine-3-carboxylate CN1CC(N(CC1)C1=CC=C(C=C1)NC1=C(N=NC=C1)C(=O)[O-])=O